N[C@H]1CS(C2=C(N(C1=O)CC1=CC=C(C=C1)Cl)C=C(C(=C2)F)C=2OC(=NN2)NC2(CC(C2)(F)F)C)(=O)=O (3R)-3-amino-5-[(4-chlorophenyl)methyl]-7-[5-[(3,3-difluoro-1-methyl-cyclobutyl)amino]-1,3,4-oxadiazol-2-yl]-8-fluoro-1,1-dioxo-2,3-dihydro-1lambda6,5-benzothiazepin-4-one